6-(4-chlorophenyl)-3-oxo-2-(1-{[2-(trimethylsilyl)ethoxy]methyl}-1H-pyrazol-4-yl)-2,3-dihydropyridazine-4-carboxylic acid ClC1=CC=C(C=C1)C=1C=C(C(N(N1)C=1C=NN(C1)COCC[Si](C)(C)C)=O)C(=O)O